CN1C(=NC2=C(C=C(C=C2C1=O)C)[C@@H](C)NC1=C(C=CC=C1)B1OC(C(O1)(C)C)(C)C)N1CCOCC1 3,6-dimethyl-2-morpholino-8-[(1R)-1-[2-(4,4,5,5-tetramethyl-1,3,2-dioxaborolan-2-yl)anilino]ethyl]quinazolin-4-one